C(C)C=1C(NC=2C=C(C=NC2C1)CN1CCC(=CC1)C1=CC(=C(C(=O)NC)C=C1)F)=O 4-(1-((7-ethyl-6-oxo-5,6-dihydro-1,5-naphthyridin-3-yl)methyl)-1,2,3,6-tetrahydropyridin-4-yl)-2-fluoro-N-methylbenzamide